5-((1-(2-(3-azabicyclo[3.1.0]hexan-3-yl)-3,6-dimethyl-4-oxo-3,4-dihydroquinazolin-8-yl)ethyl)amino)-2-(methylthio)pyrimidine-4-carboxylic acid C12CN(CC2C1)C1=NC2=C(C=C(C=C2C(N1C)=O)C)C(C)NC=1C(=NC(=NC1)SC)C(=O)O